COC(=O)C(C(=O)[O-])=CC1=CC=C(C=C1)OC α-methoxycarbonyl-p-methoxycinnamate